3-Z-[1-(4-(N-(3-dimethylamino-propyl)-N-methylsulfonyl-amino)-anilino)-1-phenyl-methylene]-6-methoxycarbonyl-2-indolinone CN(CCCN(S(=O)(=O)C)C1=CC=C(N\C(\C2=CC=CC=C2)=C\2/C(NC3=CC(=CC=C23)C(=O)OC)=O)C=C1)C